ClC1=C(C(=C(C=C1OC)OC)Cl)C1=NC=C2C=C(N=CC2=C1)NC=1C(=CN(C1)C)C(C(=O)N)=C (4-((7-(2,6-dichloro-3,5-dimethoxyphenyl)-2,6-naphthyridin-3-yl)amino)-1-methyl-1H-pyrrol-3-yl)acrylamide